C(C)(C)(C)OC(=O)[C@]1(C[C@H](N(CC1)CC1=C(C(=CC=C1)Cl)F)C)CC1=NC(=C(C(=C1)CC)F)NC1=NN(C(=C1)C)C(C)(C)C (2r,4r)-4-((6-((1-(tert-butyl)-5-methyl-1H-pyrazol-3-yl)amino)-4-ethyl-5-fluoropyridin-2-yl)methyl)-1-(3-chloro-2-fluorobenzyl)-2-methylpiperidine-4-carboxylic acid tert-butyl ester